CC1=NC(=CC=C1C1CC(CCC1)CC(=O)OCC)C=1N=NN(C1CN1C(C=CC(=C1)CCC)=O)C ethyl 2-[3-(2-methyl-6-{1-methyl-5-[(2-oxo-5-propyl-1,2-dihydropyridin-1-yl)methyl]-1H-1,2,3-triazol-4-yl}pyridin-3-yl)cyclohexyl]acetate